N-[(1R)-1-(1-naphthyl)ethyl]-2-[3-oxo-3-(2-prop-2-enoylhydrazino)propyl]benzamide C1(=CC=CC2=CC=CC=C12)[C@@H](C)NC(C1=C(C=CC=C1)CCC(NNC(C=C)=O)=O)=O